O=C1N(CC2=CC(=CC=C12)C1CCN(CC1)CC=1C=CC=2N(C1)N=C(C2)C2=CC=CC=C2)C2C(NC(CC2)=O)=O 3-[1-Oxo-5-[1-[(2-phenylpyrazolo[1,5-a]pyridin-6-yl)methyl]-4-piperidyl]isoindolin-2-yl]piperidine-2,6-dione